FC(OC1=CC=C(OC2=CC=C(C=N2)S(=O)(=O)N2[C@@H]([C@@H]3CC[C@H](C2)N3C(=O)OCCOC)C(=O)OCC)C=C1)F 2-ethyl 8-(2-methoxyethyl) (1S,2S,5R)-3-((6-(4-(difluoromethoxy)-phenoxy)pyridin-3-yl)sulfonyl)-3,8-diazabicyclo[3.2.1]octane-2,8-dicarboxylate